CS(=O)(=O)C1=CC=C(C=N1)C1=CC2=NC=CC(=C2O1)C=1C=C(C=CC1)C(=O)N1CCOCC1 (3-(2-(6-(methylsulfonyl)pyridin-3-yl)furo[3,2-b]pyridin-7-yl)phenyl)(morpholino)methanone